[Ni](=S)=S.[Co].[Fe] iron-cobalt-nickel disulfide